3-(9-((4-(aminomethyl)-2-(isopropylcarbamoyl)-6-methylphenyl)carbamoyl)-4,5-dihydrobenzo[b]thieno[2,3-d]oxepin-8-yl)-6-(propylcarbamoyl)picolinic acid NCC1=CC(=C(C(=C1)C)NC(=O)C1=CC2=C(OCCC3=C2SC=C3)C=C1C=1C(=NC(=CC1)C(NCCC)=O)C(=O)O)C(NC(C)C)=O